FC1=C(C#N)C=C(C=C1)[N+]#[C-] 2-FLUORO-5-ISOCYANOBENZONITRILE